5-iodo-4-(methylsulfanyl)-2-phenylthieno[2,3-d]pyrimidine-6-carboxylic acid ethyl ester C(C)OC(=O)C1=C(C2=C(N=C(N=C2SC)C2=CC=CC=C2)S1)I